C[C@H]1N([C@@H](CN(C1)C1=NC=C(C=N1)C(F)(F)F)C)C(=O)OC1CC2(CN(C2)CCC(C)(C)C)C1 2-(3,3-dimethylbutyl)-2-azaspiro[3.3]heptan-6-yl (2R,6R)-2,6-dimethyl-4-[5-(trifluoromethyl)pyrimidin-2-yl]piperazine-1-carboxylate